5-(difluoromethyl)-5'-methyl-3H-spiro[furo[2,3-c]pyridin-2,3'-pyrrolidine] FC(C=1C=C2C(=CN1)OC1(CNC(C1)C)C2)F